N[C@@H]1CN(CC[C@H]1F)C1=NC2=C(N1CC1=C(C=C(C#N)C=C1)OC(F)F)C=C(C(=C2)F)F 4-((2-((3r,4r)-3-amino-4-fluoro-1-piperidinyl)-5,6-difluoro-1H-benzoimidazol-1-yl)methyl)-3-(difluoromethoxy)benzonitrile